dimethyl-(p-octadecylphenyl)sulfonium oxide C[S+](C1=CC=C(C=C1)CCCCCCCCCCCCCCCCCC)(C)=O